BrC1=NN2C(NC3=C(C2=O)C=CC(=N3)C(F)(F)F)=C1 2-bromo-6-(trifluoromethyl)pyrazolo[1,5-a]pyrido[2,3-d]pyrimidine-9(4H)-one